Cl.ClC1=C(CN2CCC(CC2)N2C(NC3=C2C=C(C=C3)C(=O)O)=O)C=CC=C1 3-(1-(2-chlorobenzyl)piperidin-4-yl)-2-oxo-2,3-dihydro-1H-benzo[d]imidazole-5-carboxylic acid hydrochloride